1-(benzofuran-5-yl)-3-(2-chloro-4-((7-hydroxy-6-methoxyquinazolin-4-yl)oxy)phenyl)urea O1C=CC2=C1C=CC(=C2)NC(=O)NC2=C(C=C(C=C2)OC2=NC=NC1=CC(=C(C=C21)OC)O)Cl